1,4-bis(3-aminophenoxy)-2,3-dimethylbenzene NC=1C=C(OC2=C(C(=C(C=C2)OC2=CC(=CC=C2)N)C)C)C=CC1